BrCC=1C(=NC=CC1)C#N 3-(bromomethyl)picolinonitrile